(6S)-5-[4'-fluoro-2-(trifluoromethyl)biphenyl-4-yl]-6-methyl-3,6-dihydro-2H-1,3,4-oxadiazin-2-one FC1=CC=C(C=C1)C1=C(C=C(C=C1)C1=NNC(O[C@H]1C)=O)C(F)(F)F